[Pd](Cl)(Cl)Cl Palladium trichloride